C1(CCC1)CNCC=1C=CC=2N(C1)C=C(N2)CN2C(C1=CN=C(C=C1C=C2)OC)=O 2-[(6-{[(cyclobutylmethyl)amino]methyl}imidazo[1,2-a]pyridin-2-yl)methyl]-6-methoxy-1,2-dihydro-2,7-naphthyridin-1-one